BrC1=CC=CC(=N1)C(=O)NC1=CC(=NN1C1=NC=C(C=C1)C)C1CCN(CC1)C1COC1 6-bromo-N-(1-(5-methylpyridin-2-yl)-3-(1-(oxetan-3-yl)piperidin-4-yl)-1H-pyrazol-5-yl)picolinamide